CC1=C(C(=C(C1[Zr-2](C1C=CC2=C(C=3CCCC3C=C12)C1=CC=CC=C1)(=[SiH2])=[SiH2])C)C)C Tetramethyldisilylenecyclopentadienyl-(4-phenyl-1,5,6,7-tetrahydro-s-indacenyl)zirconium (IV)